N-aminoethyl-3-aminopropyltrimethoxysilane NCCNCCC[Si](OC)(OC)OC